O=C(CNS(=O)(=O)C=1C=NC=NC1)C1=CC=C(C=C1)C1=NOC(=N1)C(F)(F)F N-(2-oxo-2-(4-(5-(trifluoromethyl)-1,2,4-oxadiazol-3-yl)phenyl)ethyl)pyrimidine-5-sulfonamide